8-acetyl-2-(3,3-difluoroazetidin-1-yl)-3,6-dimethylquinazolin-4(3H)-one C(C)(=O)C=1C=C(C=C2C(N(C(=NC12)N1CC(C1)(F)F)C)=O)C